methyl 3-(9-((4-(aminomethyl)-2,6-dimethylphenyl)carbamoyl)-4,5-dihydrobenzo[b]thieno[2,3-d]oxepin-8-yl)-6-((4-cyanocyclohexyl)carbamoyl)picolinate NCC1=CC(=C(C(=C1)C)NC(=O)C1=CC2=C(OCCC3=C2SC=C3)C=C1C=1C(=NC(=CC1)C(NC1CCC(CC1)C#N)=O)C(=O)OC)C